p-methoxyphenyl disulfide COC1=CC=C(C=C1)SSC1=CC=C(C=C1)OC